CNC=1N=CC2=C(N1)NC(C=C2)=O 2-(methylamino)pyrido[2,3-d]pyrimidine-7(8H)-one